(2S,4R)-1-(9H-fluoren-9-ylmethoxycarbonyl)-4-isobutoxy-pyrrolidine-2-carboxylic acid C1=CC=CC=2C3=CC=CC=C3C(C12)COC(=O)N1[C@@H](C[C@H](C1)OCC(C)C)C(=O)O